C1(CC1)S(=O)(=O)N1CC=2NC(=NC2C1)C1=NNC2=CC(=CC=C12)C1=CC(=C(C=C1CC)O)F 4-(3-(5-(cyclopropanesulfonyl)-1,4,5,6-tetrahydropyrrolo[3,4-d]imidazol-2-yl)-1H-indazol-6-yl)-5-ethyl-2-fluorophenol